C1(CCC1)CNCC1=CC=2C=NC(=CC2N1)CN1N=NC(=C1)C1=C2C=NNC2=CC=C1 N-(cyclobutylmethyl)-1-[6-[[4-(1H-indazol-4-yl)triazol-1-yl]methyl]-1H-pyrrolo[3,2-c]pyridin-2-yl]methylamine